Cl.NC(C)C1=NC=CC(=C1)C(C(C)(O)C)(F)F 1-(2-(1-aminoethyl)pyridin-4-yl)-1,1-difluoro-2-methylpropan-2-ol hydrochloride